1-(4-((4-((5-(benzofuran-2-yl)-2-methoxyphenyl)amino)-7-methoxy-quinazolin-6-yl)oxy)piperidin-1-yl)prop-2-en-1-one O1C(=CC2=C1C=CC=C2)C=2C=CC(=C(C2)NC2=NC=NC1=CC(=C(C=C21)OC2CCN(CC2)C(C=C)=O)OC)OC